C(C)(C)(C)C=1C=C(C=C(C1O)C(C)(C)C)C(C=1C(N(C2=CC(=C(C=C2N1)C)C)CC1=CC(=CC=C1)F)=O)([2H])C1=CC=CC=C1 3-((3,5-di-tert-butyl-4-hydroxyphenyl)(phenyl)methyl-d)-1-(3-fluorobenzyl)-6,7-dimethylquinoxalin-2(1H)-one